C(C)(C)(C)C=1C=C(C=CC1OC)C1CCC2(CN(C2)C(=O)C2CC(C2)(C)O)CC1 (7-(3-(tert-butyl)-4-methoxyphenyl)-2-azaspiro[3.5]non-2-yl)((1s,3s)-3-hydroxy-3-methylcyclobutyl)methanone